3-methyl-7-methoxyquinoxaline CC=1C=NC2=CC(=CC=C2N1)OC